tert-butyl 4-(4-formyl-1-piperidyl)benzoate C(=O)C1CCN(CC1)C1=CC=C(C(=O)OC(C)(C)C)C=C1